CN(CCCC(=O)NC(C(=O)OCCCCCCCC\C=C/C\C=C/CCCCC)CCC(=O)OCCCCCCCC\C=C/C\C=C/CCCCC)C bis[(9Z,12Z)-octadeca-9,12-dienyl] 2-[4-(dimethylamino)butanoylamino]pentanedioate